ethyl (3S)-4-[2-[2-[[3-(2-amino-6-chloro-pyrimidin-4-yl)-1-(difluoromethyl)pyrazol-4-yl]methyl]phenoxy]ethyl]morpholine-3-carboxylate NC1=NC(=CC(=N1)C1=NN(C=C1CC1=C(OCCN2[C@@H](COCC2)C(=O)OCC)C=CC=C1)C(F)F)Cl